Cl.ClC1=CC=C(C=C1)C1=NN2C(CNCC2(C)C)=C1C1=CC=NC=C1 2-(4-chlorophenyl)-7,7-dimethyl-3-(pyridin-4-yl)-4,5,6,7-tetrahydropyrazolo[1,5-a]pyrazine hydrogen chloride